C1(CC1)C=1N=NN(C1)[C@H](C(=O)N1[C@@H](C[C@H](C1)O)C(=O)NC1(CS(C1)(=O)=O)C)C(C)(C)C (2S,4R)-1-[(2S)-2-(4-cyclopropyltriazol-1-yl)-3,3-dimethyl-butanoyl]-4-hydroxy-N-(3-methyl-1,1-dioxo-thietan-3-yl)pyrrolidine-2-carboxamide